1-(2-bromo-5-(trifluoromethyl)phenyl)cyclobutane-1-ol BrC1=C(C=C(C=C1)C(F)(F)F)C1(CCC1)O